(4-chloro-3,5-difluoro-1H-indol-2-yl)(4-(3-fluoro-1-methylazetidine-3-carbonyl)piperazin-1-yl)methanone ClC1=C2C(=C(NC2=CC=C1F)C(=O)N1CCN(CC1)C(=O)C1(CN(C1)C)F)F